ClC1=CC=C(C=C1)C(CN1N=CN=C1)(O)C(C)C1CC1 α-(4-chlorophenyl)-α-(1-cyclopropylethyl)-1H-1,2,4-triazole-1-ethanol